FC1=CC=C(C=2N=C(SC21)N)C2=C(C=C1C(=NC(=NC1=C2F)OC[C@H]2N(CCC2)C)N2CCNCC2)C2=COC=C2 7-fluoro-4-[8-fluoro-6-(3-furyl)-2-[[(2S)-1-methylpyrrolidin-2-yl]methoxy]-4-piperazin-1-yl-quinazolin-7-yl]-1,3-benzothiazol-2-amine